tert-Butyl 3-(5-(2,2-difluoro-1-hydroxyethyl)-7-(thiazol-4-yl)-4-(trifluoromethoxy)benzo[d]oxazol-2-yl)-3,8-diazabicyclo[3.2.1]octane-8-carboxylate FC(C(O)C=1C=C(C2=C(N=C(O2)N2CC3CCC(C2)N3C(=O)OC(C)(C)C)C1OC(F)(F)F)C=1N=CSC1)F